NC1=NC=NN2C1=C(C(=N2)C2=CC=C(C=C2)NS(=O)(=O)C=C)C2=CC(=C(C=C2)OC2=NC(=CC=C2)C)F N-(4-(4-amino-5-(3-fluoro-4-((6-methylpyridin-2-yl)oxy)phenyl)pyrazolo[5,1-f][1,2,4]triazin-6-yl)phenyl)ethenesulfonamide